[N-](S(=O)(=O)C(F)(F)F)S(=O)(=O)C(F)(F)F.C(CCC)N1C(N(C=C1)C)C 1-butyl-2,3-dimethylimidazole bistrifluoromethanesulfonimide salt